CC(C)C1=CC=C(C=C1)C=1C=CC=2N(C1)N=C(N2)N 6-[4-(propan-2-yl)phenyl]-[1,2,4]triazolo[1,5-a]pyridin-2-amine